7-bromo-9-ethyl-9H-carbazole-3-carbaldehyde BrC1=CC=C2C=3C=C(C=CC3N(C2=C1)CC)C=O